ClC1=NC(=C(C(=N1)Cl)OC[C@@H](COC)NCCN(C)C)N[C@@H]1CCC=2NC3=CC=CC=C3C2C1 N-[(1R)-1-[[2,4-dichloro-6-[[(3R)-2,3,4,9-tetrahydro-1H-carbazol-3-yl]amino]pyrimidin-5-yl]oxymethyl]-2-methoxy-ethyl]-N',N'-dimethyl-ethane-1,2-diamine